COC1=CC=C(CNC(NC2CC3(CC(C3)C(=O)OC)C2)=O)C=C1 methyl 6-(3-(4-methoxybenzyl)ureido)spiro[3.3]heptane-2-carboxylate